CC1=NC(=C2NC=NC2=N1)NC1=CC=C(C=C1)Cl 2-methyl-6-(4-chloroanilino)purine